ClC=1C=C(C=CC1)[C@H](C(=O)N1CC2=C(CCC1)N=C(NC2=O)C2(CC2)C2=CC(=CC=C2)C2=CC(=NC=C2)OC)O (R)-6-(2-(3-chlorophenyl)-2-hydroxyacetyl)-2-(1-(3-(2-methoxypyridin-4-yl)phenyl)cyclopropyl)-3,5,6,7,8,9-hexahydro-4H-pyrimido[5,4-c]azepin-4-one